1-(2-(1-(Trifluoromethyl)cyclopropyl)ethyl)-3-((2-((1,1,1-trifluoropropan-2-yl)oxy)pyridin-4-yl)methyl)urea FC(C1(CC1)CCNC(=O)NCC1=CC(=NC=C1)OC(C(F)(F)F)C)(F)F